N-(4-(3-cyano-4-methoxypyridin-2-yl)benzyl)-5-fluoro-2-methoxybenzamide C(#N)C=1C(=NC=CC1OC)C1=CC=C(CNC(C2=C(C=CC(=C2)F)OC)=O)C=C1